3-(1-oxo-5-(((1R,2S)-2-((pyridin-3-ylmethyl)amino)cyclohexyl)methyl)isoindolin-2-yl)piperidine-2,6-dione O=C1N(CC2=CC(=CC=C12)C[C@@H]1[C@H](CCCC1)NCC=1C=NC=CC1)C1C(NC(CC1)=O)=O